C(C)(C)(C)OC(=O)N(C1=CN=CC(=N1)C=1N=C(C=2N(C1)C=CN2)N(C(OC(C)(C)C)=O)C2=CC=C(C=C2)N2CCNCC2)C(=O)OC(C)(C)C tert-butyl N-[6-[6-[bis(tert-butoxycarbonyl)amino]pyrazin-2-yl]imidazo[1,2-a]pyrazin-8-yl]-N-(4-piperazin-1-ylphenyl)carbamate